CC1=C(C=C(C=C1)O)[N+](=O)[O-] 3-Nitro-p-Cresol